BrC1=CC(=C2C(=N1)C=NN2C(C)C)N2CCCC2 5-bromo-1-isopropyl-7-(pyrrolidin-1-yl)-1H-pyrazolo[4,3-b]pyridine